3-(3-(2-oxo-2-(phenylamino)ethoxy)azetidin-1-yl)-2-(1H-pyrrol-1-yl)benzoic acid O=C(COC1CN(C1)C=1C(=C(C(=O)O)C=CC1)N1C=CC=C1)NC1=CC=CC=C1